N1(CCC(CC1)N1C(N(C=2C=NC=3C=CC(=CC3C21)C2=CC=C(C=C2)Cl)C)=N)C2CCNCC2 1-([1,4'-Bipiperidin]-4-yl)-8-(4-chlorophenyl)-3-methyl-1,3-dihydro-2H-imidazo[4,5-c]quinolin-2-imine